ethyl-4-{2-[l-1-(dimethylamino)icosyl]cyclopropyl}butanoate C(C)OC(CCCC1C(C1)C(CCCCCCCCCCCCCCCCCCC)N(C)C)=O